(2-(4-((4-fluoro-3-methylphenyl)carbamoyl)-1,3,5-trimethyl-1H-pyrrol-2-yl)-2-oxoacetyl)-L-threonine FC1=C(C=C(C=C1)NC(=O)C=1C(=C(N(C1C)C)C(C(=O)N[C@@H]([C@H](O)C)C(=O)O)=O)C)C